COC1=CC=C2C=3C=CN=C(C3N(C2=C1)CC(C(=O)N)(C(=O)O)C(C)(C)C)C 3-(7-Methoxy-1-methyl-β-carbolin-9-yl)t-butylcarboxy-1-propanamide